C1(CCCCC1)C1C(C=2C=CC(=CC2CC1)O)C1=CC(=C(C(=C1)F)N1CCC(CC1)C(OC)OC)F 6-cyclohexyl-5-(4-(4-(dimethoxymethyl)piperidin-1-yl)-3,5-difluorophenyl)-5,6,7,8-tetrahydronaphthalen-2-ol